NCC(=O)N[C@@H](CS)C(=O)Cl aminoacetyl-cysteine chloride